1-(Cyclopropylmethyl)-7-hydroxy-1H-indole-2-carboxylic acid ethyl ester C(C)OC(=O)C=1N(C2=C(C=CC=C2C1)O)CC1CC1